methyl (S)-5-amino-6-bromo-2-methyl-3,4-dihydroquinoline-1(2H)-carboxylate NC1=C2CC[C@@H](N(C2=CC=C1Br)C(=O)OC)C